2-[6-(triethoxysilyl)hexyl]-2H-tetrazole C(C)O[Si](CCCCCCN1N=CN=N1)(OCC)OCC